2-Hydroxy-N-isopropyl-5-[3-[4-(trifluoromethyl)phenyl]sulfanylpyrazin-2-yl]benzenesulfonamide OC1=C(C=C(C=C1)C1=NC=CN=C1SC1=CC=C(C=C1)C(F)(F)F)S(=O)(=O)NC(C)C